ClC1=C(C(=CC=C1)Cl)C1=CC2=C(N=C(N=C2)NC2=CC(=CC=C2)SC)N(C1=O)C 6-(2,6-dichlorophenyl)-8-methyl-2-(3-methylsulfanyl-anilino)pyrido[2,3-d]pyrimidin-7-one